C(CCC)(=O)C1=CC(=C(C=N1)C1=NC=C2C=C(N=CC2=C1)NC(C)=O)C N-[7-(6-butanoyl-4-methylpyridin-3-yl)-2,6-naphthyridin-3-yl]acetamide